C1(CC1)[C@]1(C(N(C[C@H]1C)C1=CC(=CC=2N1C=CN2)C=2C=NN(C2)C)=O)C#N (3R,4S)-3-cyclopropyl-4-methyl-1-(7-(1-methyl-1H-pyrazol-4-yl)imidazo[1,2-a]pyridin-5-yl)-2-oxopyrrolidine-3-carbonitrile